ClC1=CC=C(CC(C(C)C)[N-]C)C=C1 (4-chlorobenzyl)-N-methylisobutylamide